glycerol alpha-monolaurate CCCCCCCCCCCC(=O)OCC(CO)O